C(C)NC1=NC=C(C(=N1)N)OC1=C(C=C(C=C1)OC)C(C)C N2-Ethyl-5-(2-isopropyl-4-methoxy-phenoxy)-pyrimidine-2,4-diamine